CN1C(C2CCC(C1)N2C=2N=CC1=C(N2)C(=NN1)C=1C=NN(C1)C=1C=CC(=NC1)C#N)=O 5-(4-(5-(3-Methyl-2-oxo-3,8-diazabicyclo[3.2.1]octan-8-yl)-1H-pyrazolo[4,3-d]pyrimidin-3-yl)-1H-pyrazol-1-yl)picolinonitrile